[N+](=O)([O-])C1=CC=C(CC=2C(=C(C(=O)O)C=CC2)OC(C)=O)C=C1.[N+](=O)([O-])C1=CC=C(COC2(C(C(=O)O)C=CC=C2)C(C)=O)C=C1 4-nitrobenzyl-2-acetylsalicylate (4-nitrobenzyl 2-acetoxybenzoate)